4,5-Dihydroxy-4-cyclopentene-1,2,3-trione di-Sodium Salt [Na].[Na].OC=1C(C(C(C1O)=O)=O)=O